furo[2,3-b]thiophene O1C=CC2=C1SC=C2